2-(tert-butyl)-N-(2-methyl-4-(2-((1,3,5-trimethyl-1H-pyrazol-4-yl)amino)pyrimidin-4-yl)benzyl)thiazole-5-carboxamide C(C)(C)(C)C=1SC(=CN1)C(=O)NCC1=C(C=C(C=C1)C1=NC(=NC=C1)NC=1C(=NN(C1C)C)C)C